BrC1=C(C=CC(=C1)Cl)OC1=CC=C(C=C1)F 2-bromo-4-chloro-1-(4-fluorophenoxy)benzene